(6R)-6-({7-chloro-2-[1-(propan-2-yl)-1H-pyrazol-4-yl][1,2,4]triazolo[1,5-c]quinazolin-5-yl}amino)-1,4-diazepin-5-one ClC1=CC=CC=2C=3N(C(=NC12)NC=1C(N=CC=NC1)=O)N=C(N3)C=3C=NN(C3)C(C)C